Br[O-].C[N+](C)(C)C Tetramethylammonium Hypobromite